N-(3-(2-((5-chloro-6-(4-methylpiperazin-1-yl)pyridin-3-yl)amino)quinazolin-8-yl)phenyl)acrylamide ClC=1C=C(C=NC1N1CCN(CC1)C)NC1=NC2=C(C=CC=C2C=N1)C=1C=C(C=CC1)NC(C=C)=O